N-(3-(3-amino-4-(1-oxo-1,2,3,4-tetrahydroisoquinolin-6-yl)-1H-pyrazol-1-yl)phenyl)-2-cyano-3-hydroxypropanamide NC1=NN(C=C1C=1C=C2CCNC(C2=CC1)=O)C=1C=C(C=CC1)NC(C(CO)C#N)=O